FC(C(=O)O)(F)F.N1CC(C1)C1=CC=C(N=N1)C1=C(C=C(C=C1)C=1C=CC=2N(N1)C=C(N2)C)O 2-(6-(azetidin-3-yl)pyridazin-3-yl)-5-(2-methylimidazo[1,2-b]pyridazin-6-yl)phenol trifluoroacetate